COC1=C(C=CC=C1)C1OC1 2-methoxyphenyl-oxirane